CC1=C(C=CC=C1C(F)(F)F)C=1N(C(=CC1C(=O)OC)C1=C2C(=NC=C1)N(C=C2)S(=O)(=O)C2=CC=CC=C2)COCC[Si](C)(C)C methyl 2-[2-methyl-3-(trifluoromethyl) phenyl]-5-[1-(benzenesulfonyl)-1H-pyrrolo[2,3-b]pyridin-4-yl]-1-{[2-(trimethylsilyl) ethoxy] methyl}-1H-pyrrole-3-carboxylate